C[Si](OC)(C)C trimethyl-methoxysilane